CC1=C(C=CC=C1NC(C1=NC=C(C(=C1)OC)CNCCNC(C)=O)=O)C1=C(C(=CC=C1)NC(C1=NC=C(C(=C1)OC)CNCCNC(C)=O)=O)C N,N'-(2,2'-dimethyl-[1,1'-biphenyl]-3,3'-diyl)bis(5-(((2-acetamidoethyl)amino)methyl)-4-methoxypicolinamide)